C(C)(C)(C)OC(=O)N1[C@@H]2[C@H](NC[C@H]1CC2)CO (1S,2S,5R)-2-(hydroxymethyl)-3,8-diazabicyclo[3.2.1]octane-8-carboxylic acid tertiary Butyl ester